N-(1'-(6-methyl-2-(1-methylpiperidin-2-yl)pyrimidin-4-yl)-1',2'-dihydrospiro[cyclopropane-1,3'-pyrrolo[3,2-c]pyridin]-6'-yl)acetamide CC1=CC(=NC(=N1)C1N(CCCC1)C)N1CC2(C=3C=NC(=CC31)NC(C)=O)CC2